ClC=1C(=NC(=NC1)NC1=C(C=C2CCN(CC2=C1)C)OC)N1C=CC2=CC=C(C=C12)C(F)F N-(5-chloro-4-(6-(difluoromethyl)indol-1-yl)pyrimidin-2-yl)-6-methoxy-2-methyl-1,2,3,4-tetrahydroisoquinolin-7-amine